(S)-2-((1-(5-benzhydryl-1,2,4-oxadiazol-3-yl)ethyl)carbamoyl)-4-methoxypyridin-3-yl ethyl carbonate C(OC=1C(=NC=CC1OC)C(N[C@@H](C)C1=NOC(=N1)C(C1=CC=CC=C1)C1=CC=CC=C1)=O)(OCC)=O